chlorophosphorylamine ClP(=O)=N